ClC=1C=NN(C1C1=NN2C(N(C(C(C2)(C)O)=O)CC2=CC=C(C=C2)C=2N(C=C(N2)C(F)(F)F)C)=C1)C(C)C 2-(4-chloro-1-isopropyl-1H-pyrazol-5-yl)-6-hydroxy-6-methyl-4-(4-(1-methyl-4-(trifluoromethyl)-1H-imidazol-2-yl)benzyl)-6,7-dihydropyrazolo[1,5-a]pyrimidin-5(4H)-one